C(C)N(C(=O)C=1C=CC=NC1)C 5-(ethyl-(methyl)carbamoyl)pyridine